tert-Butyl 4-[4-cyano-4-(5-methoxypyridin-2-yl)cyclohexyl]-1,4-diazepane-1-carboxylate C(#N)C1(CCC(CC1)N1CCN(CCC1)C(=O)OC(C)(C)C)C1=NC=C(C=C1)OC